1-hydroxy-3,4-dihydro-1H-benzo[c][1,2]oxaborinine OB1OCCC2=C1C=CC=C2